ClCC=1C=C(C=CC1)C1OCCC1 (3-(chloromethyl)phenyl)tetrahydrofuran